C(CCCCCCCCC)N(CCCCC)CCCCCCCCCC 5-(didecylamino)pentan